(7-chloro-5-(4-fluoro-3-(morpholinosulfonyl)phenyl)benzofuran-2-yl)methylamine ClC1=CC(=CC=2C=C(OC21)CN)C2=CC(=C(C=C2)F)S(=O)(=O)N2CCOCC2